N-isopropyl-2-aminopropane C(C)(C)NC(C)C